BrC1=NN2C(C=CC(=C2C#N)C=2C=NN(C2)C(C)OCC)=N1 2-bromo-6-(1-(1-ethoxyethyl)-1H-pyrazol-4-yl)-[1,2,4]triazolo[1,5-a]pyridine-5-carbonitrile